1-fluoroheptadecan-9-yl 8-((2-hydroxyethyl)(6-oxo-6-(undecyloxy)hexyl)amino)octanoate OCCN(CCCCCCCC(=O)OC(CCCCCCCCF)CCCCCCCC)CCCCCC(OCCCCCCCCCCC)=O